tert-butyl 1-(2-bromobenzyl)-7-hydroxy-6-methoxy-3,4-dihydroisoquinoline-2-carboxylate BrC1=C(CC2N(CCC3=CC(=C(C=C23)O)OC)C(=O)OC(C)(C)C)C=CC=C1